SC#CC(=O)O.SC#CC(=O)O.OCCSSCCO hydroxyethyl disulfide bis(3-mercaptopropynate)